ClCC(=O)NCC(C=1SC=CC1)=C=O 2-chloro-N-(2-carbonyl-2-(thiophen-2-yl)ethyl)acetamide